COC=1C=CC2=C(N=C(O2)C2=C3C=CN=CC3=C(N=C2)NC)C1 5-(5-methoxybenzo[d]oxazol-2-yl)-8-(methylamino)-2,7-naphthyridin